2,2,6-trimethyl-1,3-dioxine-4-one CC1(OC(=CC(O1)=O)C)C